(S)-2-amino-3-(4-carbamoylpyridin-2-yl)propanoic acid N[C@H](C(=O)O)CC1=NC=CC(=C1)C(N)=O